3-(6-Carbamoyl-7-methoxy-1H-benzo[d]imidazol-2-yl)-4-chlorobenzo[b]thiophene-2-carboxylic acid ethyl ester C(C)OC(=O)C1=C(C2=C(S1)C=CC=C2Cl)C2=NC1=C(N2)C(=C(C=C1)C(N)=O)OC